N-((3-fluoropyridin-2-yl)methyl)-2-vinyloxazolo[4,5-c]pyridin-4-amine FC=1C(=NC=CC1)CNC1=NC=CC2=C1N=C(O2)C=C